FC1=C(C=C(C=C1)C(C)NC(C=C)=O)O N-[1-(4-fluoro-3-hydroxyphenyl)ethyl]propenamide